ClC1=CC(=C(C=N1)C#N)NCC1=CC=C(C=C1)OC 6-chloro-4-[(4-methoxyphenyl)methylamino]Pyridine-3-carbonitrile